C(CCCCCCC\C=C\CC=CC)CC(=O)[O-] (E)-Tetradeca-9,12-dienylacetat